hexan-6-amine hydrochloride Cl.CCCCCCN